2-ethynyl-4,6-bis(trifluoromethyl)phenyl (4-fluorophenyl)(methyl)carbamate FC1=CC=C(C=C1)N(C(OC1=C(C=C(C=C1C(F)(F)F)C(F)(F)F)C#C)=O)C